N1(CCCC1)C1=CC=C(CN2CCCCC2)C=C1 1-(4-(pyrrolidin-1-yl)benzyl)piperidin